ClC1=C(C=CC(=C1)C(F)(F)F)NC(CN1C=2N(C(C(=C1CC)N1CCN(CC1)C(C1=C(C=NC=C1)O)=O)=O)N=C(N2)C2CCCCCC2)=O N-(2-chloro-4-(trifluoromethyl)phenyl)-2-(2-cycloheptyl-5-ethyl-6-(4-(3-hydroxyisonicotinoyl)piperazin-1-yl)-7-oxo-[1,2,4]triazolo[1,5-a]pyrimidin-4(7H)-yl)acetamide